ClC1=CC=C(OCC(CNC([O-])=O)O)C=C1 (3-(4-chlorophenoxy)-2-hydroxypropyl)carbamate